BrC1=C(C(=CC=C1)Cl)NC(=O)C=1C(=NC(=NC1)NC=1C=C(C=CC1[C@@H]1CCN(CCC1)C)C)OC N-(2-bromo-6-chlorophenyl)-2-{4-[(S)-1-methyl-4-azepanyl]-3-toluidino}-4-methoxy-5-pyrimidinecarboxamide